N-(3-(difluoromethyl)bicyclo[1.1.1]pentan-1-yl)-2-oxo-2-((4S,5S)-3,3,7,7-tetrafluoro-4-hydroxy-1-azaspiro[4.4]nonan-1-yl)acetamide FC(C12CC(C1)(C2)NC(C(N2CC([C@H]([C@]21CC(CC1)(F)F)O)(F)F)=O)=O)F